pyridin-2-yl-azetidin-3-yl-carbamate N1=C(C=CC=C1)OC(NC1CNC1)=O